3-ethylenedioxyphenol C1OC=2C=C(C=CC2OC1)O